2-methoxy-6-(3-pyridyl)pyridin-4-amine COC1=NC(=CC(=C1)N)C=1C=NC=CC1